6-fluoro-2-[4-(hydroxymethyl)anilino]-3-phenylquinazolin-4(3H)-one FC=1C=C2C(N(C(=NC2=CC1)NC1=CC=C(C=C1)CO)C1=CC=CC=C1)=O